CC1=CC=C(C(=C1)C1=CC=CC=C1)C 2,5-dimethyl-4,4'-biphenyl